2-amino-6-(methoxymethyl)nicotinic acid NC1=C(C(=O)O)C=CC(=N1)COC